3E-nonenoic acid N-isobutylamide C(C(C)C)NC(\C=C\CCCCCC)=O